N-[3-[5-chloro-2-(difluoromethoxy)phenyl]-1-[2-[(pyridin-2-ylmethyl)amino]ethyl]-1H-pyrazol-4-yl]pyrazolo[1,5-a]pyrimidine-3-carboxamide ClC=1C=CC(=C(C1)C1=NN(C=C1NC(=O)C=1C=NN2C1N=CC=C2)CCNCC2=NC=CC=C2)OC(F)F